1-(4-Bromo-phenyl)cyclopropanecarbonitrile BrC1=CC=C(C=C1)C1(CC1)C#N